N=1N(N=CC1)CCCCNC(C1=CC(=CC=C1)N1N=C(N=C1C1=NC=C(C=C1)OC)CC)=O N-(4-(2-2H-1,2,3-triazolyl)butyl)-3-(3-ethyl-5-(5-methoxy-2-pyridyl)-1-1H-1,2,4-triazolyl)benzamide